6-[6-[2-(1-Methyl-4-phenyl-imidazol-2-yl)ethynyl]-1-tetrahydropyran-4-yl-pyrazolo[3,4-d]pyrimidin-4-yl]-2-oxa-6-azaspiro[3.3]heptane CN1C(=NC(=C1)C1=CC=CC=C1)C#CC1=NC(=C2C(=N1)N(N=C2)C2CCOCC2)N2CC1(COC1)C2